1-(4-hydroxyphenyl)-3-(2-furyl)-2-propen-1-one OC1=CC=C(C=C1)C(C=CC=1OC=CC1)=O